C(C)O[Si](OCC)(OCC)CN1CCOCC1 4-(triethoxysilylmethyl)tetrahydro-1,4-oxazine